C1(=CC=CC=C1)C1=NC(=NC(=N1)C1=CC=CC=C1)C=1C=C(C=C(C1)N1C2=CC=CC=C2C=2C=C(C=CC12)C1=CC=CC=2C3=CC=CC=C3N(C12)C1=CC=CC=C1)N1C2=CC=CC=C2C=2C=C(C=CC12)C1=CC=CC=2C3=CC=CC=C3N(C12)C1=CC=CC=C1 9',9'''-(5-(4,6-diphenyl-1,3,5-triazin-2-yl)-1,3-phenylene)bis(9-phenyl-9H,9'H-1,3'-bicarbazole)